tert-butyl cyclopropyl((1-(5-((8-fluoro-2-methylimidazo[1,2-a]pyridin-6-yl)carbamoyl)pyrazin-2-yl)-2-oxopyrrolidin-3-yl)methyl)carbamate C1(CC1)N(C(OC(C)(C)C)=O)CC1C(N(CC1)C1=NC=C(N=C1)C(NC=1C=C(C=2N(C1)C=C(N2)C)F)=O)=O